ClC=1C=C(C=CC1F)NC(N(CC1=NNC=2CCCCC12)C1=NOC=C1)=O (3-Chloro-4-fluorophenyl)-1-(isoxazol-3-yl)-1-((4,5,6,7-tetrahydro-1H-indazol-3-yl)methyl)urea